C(=O)=[Cr](=C=O)(=C=O)(=C=O)=C=O pentacarbonylchromium